C1=2OCCOCCOCCOC2C=CC=C1 2,5,8,11-tetraoxabicyclo[10.4.0]hexadeca-1(12),13,15-trien